C(C=C)OC(C(=C)CC(=O)OCC=C)=O Diallylitaconat